BrC/C=C/C=1C=C(C(=C(C1)F)F)F (E)-5-(3-bromoprop-1-en-1-yl)-1,2,3-trifluorobenzene